3,3-dimethyl-2-oxo-1-((1-phenylpiperidin-4-yl)methyl)indoline-6-carboxylic acid CC1(C(N(C2=CC(=CC=C12)C(=O)O)CC1CCN(CC1)C1=CC=CC=C1)=O)C